N-hydroxy-6-(2-nitro-4-aminosulfonylphenylamino)hexanamide ONC(CCCCCNC1=C(C=C(C=C1)S(=O)(=O)N)[N+](=O)[O-])=O